FC(C1=NC(=NO1)C=1C=C2CC[C@H](C2=CC1)NC(=O)NCC)F (R)-1-(5-(5-(difluoromethyl)-1,2,4-oxadiazol-3-yl)-2,3-dihydro-1H-inden-1-yl)-3-ethylurea